tert-butyl((5-(2-fluorophenyl)-1-((3-((4-methoxybenzyl)thio)phenyl)sulfonyl)-1H-pyrrole-3-yl)methyl)(methyl)carbamate C(C)(C)(C)OC(N(C)CC1=CN(C(=C1)C1=C(C=CC=C1)F)S(=O)(=O)C1=CC(=CC=C1)SCC1=CC=C(C=C1)OC)=O